m-[2-(2-methoxyacetylamino)-6-(1-{[6-(methoxybenzyl)-2-pyridinyl]methyl}-1H-1,2,3-triazol-4-yl)-4-pyrimidinyl]benzonitrile COCC(=O)NC1=NC(=CC(=N1)C=1C=C(C#N)C=CC1)C=1N=NN(C1)CC1=NC(=CC=C1)C(C1=CC=CC=C1)OC